C(C)(C)(C)OC(=O)N1CC(C1)OC1=CC=C(C=C1)C#N 3-(4-cyanophenoxy)azetidine-1-carboxylic acid tert-butyl ester